C(CC)N[Si](O[Si](C)(C)C)(O[Si](C)(C)C)O[Si](C)(C)C propylaminotri(trimethylsiloxy)silane